C(C)OC(NC1(CC1)COC1=NC=C(C=C1)\C(=C(\CC(F)(F)F)/C1=CC=CC=C1)\C=1C=C2C(=NN(C2=CC1)C1OCCCC1)F)=O (Z)-ethyl(1-(((5-(4,4,4-trifluoro-1-(3-fluoro-1-(tetrahydro-2H-pyran-2-yl)-1H-indazol-5-yl)-2-phenylbut-1-en-1-yl)pyridin-2-yl)oxy)methyl)cyclopropyl)carbamate